3-(2-bromo-4-chlorophenyl)-1,2-oxazole BrC1=C(C=CC(=C1)Cl)C1=NOC=C1